FC1(C(C1)C1=CNC=2N=CN=C(C21)N[C@@H]2CC[C@@H](N(C2)C(C=C)=O)C)F 1-((2s,5r)-5-((5-(2,2-difluorocyclopropyl)-7H-pyrrolo[2,3-d]pyrimidin-4-yl)amino)-2-methylpiperidin-1-yl)prop-2-en-1-one